5-ethyl-2-fluoro-4-{3-[5-(4-methylpiperazin-1-carbonyl)-1H,4H,5H,6H-pyrrolo[3,4-d]imidazol-2-yl]-1H-indazol-6-yl}phenol C(C)C=1C(=CC(=C(C1)O)F)C1=CC=C2C(=NNC2=C1)C1=NC2=C(N1)CN(C2)C(=O)N2CCN(CC2)C